4-bromo-N-(6-chloro-5-cyanopyridin-2-yl)-2-fluorobenzamide BrC1=CC(=C(C(=O)NC2=NC(=C(C=C2)C#N)Cl)C=C1)F